COC(C(=O)N)=CC1=CC=CC=C1 methoxycinnamamide